1-[3-(1,1-dimethylallyl)-2-(3-methylbut-2-enyloxy)phenyl]ethanone CC(C=C)(C)C=1C(=C(C=CC1)C(C)=O)OCC=C(C)C